1,3,4-Oxa-diazol O1C=NN=C1